4-(6-(2,5-diazaspiro[3.4]octan-2-yl)pyridin-3-yl)-6-methoxy-1H-pyrazolo[3',4':3,4]pyrazolo[1,5-a]pyridine C1N(CC12NCCC2)C2=CC=C(C=N2)C=2C=1N(C=C(C2)OC)N=C2C1C=NN2